[Ir+3].C1(=CC=CC=C1)C1=NC=CC2=CC=CC=C12.C1(=CC=CC=C1)C1=NC=CC2=CC=CC=C12 bis(1-phenylisoquinoline) iridium (III)